(E)-1-bromo-4-(2-ethoxyvinyl)-2,5-difluorobenzene BrC1=C(C=C(C(=C1)F)\C=C\OCC)F